4-(4-(((3-aminooxetan-3-yl)methyl)amino)-6-methylquinazolin-2-yl)-1-imino-2,3,4,5-tetrahydro-1H-1λ4-benzo[f][1,4]thiazepin-1-Oxide NC1(COC1)CNC1=NC(=NC2=CC=C(C=C12)C)N1CCS(C2=C(C1)C=CC=C2)(=N)=O